ClC1=C(C(=O)OC2=CC(=NN2C)C)C=CC(=C1COC)S(=O)(=O)C 1,3-dimethylpyrazol-5-yl 2-chloro-3-methoxymethyl-4-methylsulfonylbenzoate